C(C=C)(=O)OC(C)Cl α-chloroethyl acrylate